C(C)(C)(C)C=1C=C(C=C(C1O)C(C)(C)C)CCC(=O)NNC(CCC1=CC(=C(C(=C1)C(C)(C)C)O)C(C)(C)C)=O N,N'-di(3,5-di-tert-butyl-4-hydroxyphenylpropionyl)-hydrazine